ClC1=C(C(=C(C=C1OC)OC)Cl)C1=NC(=C2C=C(N=CC2=C1)N[C@H]1[C@H](COC1)NC(C=C)=O)N1CC(C1)(C)C N-((3R,4S)-4-((7-(2,6-dichloro-3,5-dimethoxyphenyl)-5-(3,3-dimethylazetidin-1-yl)-2,6-naphthyridin-3-yl)amino)tetrahydrofuran-3-yl)acrylamide